tert-butyl(2-hydroxy-3-methoxypropoxy)diphenylsilane C(C)(C)(C)[Si](C1=CC=CC=C1)(C1=CC=CC=C1)OCC(COC)O